N,N,N-triethylbutylammonium bromide [Br-].C(C)[N+](CC)(CC)CCCC